C1(CCCCCCCCCCC(=O)OCCO1)=O ethylene dodecanedioate